C1CS(=O)(=O)CCC1O 1,1-dioxo-hexahydro-2H-thiopyran-4-ol